ClC=1C=C(C=C(C1F)Cl)C1(CC(=NO1)C1=CC(=C(C(=O)NC2=NN(C(=N2)C)CC(F)(F)F)C=C1)C)C(F)(F)F 4-(5-(3,5-dichloro-4-fluorophenyl)-5-(trifluoromethyl)-4,5-dihydroisoxazol-3-yl)-2-methyl-N-(5-methyl-1-(2,2,2-trifluoroethyl)-1H-1,2,4-triazol-3-yl)benzamide